ethyl 6-[(3-acetamidopyrazol-1-yl)methyl]-2-(3,4-dichlorophenyl)-1-ethyl-4-oxo-pyridine-3-carboxylate C(C)(=O)NC1=NN(C=C1)CC1=CC(C(=C(N1CC)C1=CC(=C(C=C1)Cl)Cl)C(=O)OCC)=O